2-(4-(p-trifluoromethylphenyl)benzyl)amino-4-methyl-5-acetylthiazole FC(C1=CC=C(C=C1)C1=CC=C(CNC=2SC(=C(N2)C)C(C)=O)C=C1)(F)F